C(C(=C)C)(=O)OCCCCCCCCCCCC(=O)O 12-(methacryloyloxy)dodecanoic acid